C([C@@H](C(=O)O)N)SCSC[C@@H](C(=O)O)N The molecule is a dithioacetal consisting of two molecules of L-cysteine joined via their sulfanyl groups to methylene. It has a role as a plant metabolite and a toxin. It is a dithioacetal, a L-cysteine derivative and a non-proteinogenic L-alpha-amino acid.